ClC1=C(C(=NN1CC1=C(C=CC=C1F)F)C(=O)O)CCNC(C(F)F)C1CC1 5-chloro-4-(2-((1-cyclopropyl-2,2-difluoroethyl)amino)ethyl)-1-(2,6-difluorobenzyl)-1H-Pyrazole-3-carboxylic acid